5-(3,5-difluorophenoxy)-3-(2-(pyridin-2-yl)vinyl)-1H-indazole FC=1C=C(OC=2C=C3C(=NNC3=CC2)C=CC2=NC=CC=C2)C=C(C1)F